2-isopropoxyacetamide C(C)(C)OCC(=O)N